(R)-2-(5-(4-(trifluoromethyl)phenoxy)-2-naphthamido)propyl (tert-butoxycarbonyl)-L-isoleucinate C(C)(C)(C)OC(=O)N[C@@H]([C@@H](C)CC)C(=O)OC[C@@H](C)NC(=O)C1=CC2=CC=CC(=C2C=C1)OC1=CC=C(C=C1)C(F)(F)F